FC=1C=CC2=C(N(C=N2)C2=NC3=C(N2)C=C(C=C3)F)C1 6,6'-difluoro-1'H-1,2'-bibenzo[d]imidazole